Ethyl 6,6-dimethyl-4,5,6,7-tetrahydrobenzo[d]isoxazole-3-carboxylate CC1(CC2=C(C(=NO2)C(=O)OCC)CC1)C